C1(=O)OCC2=NC=CC=C12 4-azaphthalid